CC(C)NC(=O)N[C@@H](CC1=CC=C(C=C1)O)C(=O)N[C@@H](CCC(=O)O)C(=O)O N-[N-[[(1-methylethyl)amino]carbonyl]-L-tyrosyl]-L-glutamic acid